diphenylcarbonyldihydrazinone C1(=CC=CC=C1)N(N=O)C(=O)N(N=O)C1=CC=CC=C1